(+/-)-2,8-Epithio-cis-p-menthane CC1CCC2CC1SC2(C)C